ClC1=C(OC(C(=O)O)(C)C)C=CC(=C1)CN1N=CN(C1=O)C1=CC=C(C=C1)C(F)(F)F 2-(2-Chloro-4-((5-oxo-4-(4-(trifluoro-methyl)phenyl)-4,5-dihydro-1H-1,2,4-triazol-1-yl)methyl)phenoxy)-2-meth-ylpropionic acid